2-(5-chloro-3-fluoropyridin-2-yl)-4,5-dimethyl-6-(4-(1H-pyrazol-1-yl)benzyl)isoindolin-1-one ClC=1C=C(C(=NC1)N1C(C2=CC(=C(C(=C2C1)C)C)CC1=CC=C(C=C1)N1N=CC=C1)=O)F